ClC1=C(C=C(C(=C1)F)N1C(N(C(=CC1=O)C(F)(F)F)C)=O)C1=NOC2(C1CCC2C)C(=O)OC methyl 3-{2-chloro-4-fluoro-5-[3-methyl-2,6-dioxo-4-(trifluoromethyl)-3,6-dihydropyrimidin-1(2H)-yl]phenyl}-6-methyl-3a,4,5,6-tetrahydro-6aH-cyclopenta[d][1,2]oxazole-6a-carboxylate